3,3'-diphenoxybenzidine O(C1=CC=CC=C1)C=1C=C(C=CC1N)C1=CC(=C(N)C=C1)OC1=CC=CC=C1